ethynyl-benzene C(#C)C1=CC=CC=C1